ClC1=C(C=CC(=C1)NC1=NC=NC2=CC(=C3C(=C12)OCCO3)OC)NC(=O)NC3=CC(=CC=C3)S(=O)(=O)C 1-(2-chloro-4-((5-methoxy-2,3-dihydro-[1,4]dioxino[2,3-f]quinazolin-10-yl)amino)phenyl)-3-(3-methyl-sulfonylphenyl)urea